Pyrazine-2-carbonitrile TFA salt OC(=O)C(F)(F)F.N1=C(C=NC=C1)C#N